COC(=O)C1(OCCC1)C(=O)O 2-methoxycarbonyltetrahydrofuran-2-carboxylic acid